CC1N(C(CC1)C)C1(CC1)CO (1-(2,5-dimethylpyrrolidin-1-yl)cyclopropyl)methanol